N-isopropyl-5-(4-(trifluoromethyl)phenoxy)-3,4-dihydroisoquinoline-2(1H)-carboxamide C(C)(C)NC(=O)N1CC2=CC=CC(=C2CC1)OC1=CC=C(C=C1)C(F)(F)F